5-bromo-6-chloro-7-nitro-2,3-dihydro-1,4-benzodioxine BrC1=C(C(=CC=2OCCOC21)[N+](=O)[O-])Cl